BrC1=CC=C(CC=2NC(=C(N2)C2=CC(=C(C=C2)Cl)Cl)C)C=C1 2-(4-Bromobenzyl)-4-(3,4-dichlorophenyl)-5-methylimidazole